C(CCCCC=C)N1C=2C=CC3=C(C2C=2C4=C(C=CC12)C=CC=C4)C=CC=C3 7-(Hept-6-en-1-yl)-7H-dibenzo[C,g]carbazole